N-(1'-(6-chloro-2-(1,1-difluoroethyl)pyrimidin-4-yl)-1',2'-dihydrospiro[cyclopropan-1,3'-pyrrolo[3,2-C]pyridin]-6'-yl)acetamide ClC1=CC(=NC(=N1)C(C)(F)F)N1CC2(C=3C=NC(=CC31)NC(C)=O)CC2